C(C)OC(C1=C(C=C(C=C1CCCC)O)CCCC)=O 2,6-dibutyl-4-hydroxybenzoic acid ethyl ester